CN1C(CN(CC1)C)C(=O)O N,N'-dimethyl-piperazine-2-carboxylic acid